methyl 2-((2-(benzo[d][1,3]dioxol-5-yl) vinyl) oxy)-2-methylpropionate O1COC2=C1C=CC(=C2)C=COC(C(=O)OC)(C)C